[3-[(1S)-1-[(4-methyl-4H-1,2,4-triazol-3-yl)sulfanyl]ethyl]phenyl]morpholine-4-carboxamide CN1C(=NN=C1)S[C@@H](C)C=1C=C(C=CC1)C1N(CCOC1)C(=O)N